7-(3-(N-(6-fluoro-4-methyl-[1,1'-biphenyl]-3-yl)sulfamoyl)phenyl)heptanoic acid FC1=CC(=C(C=C1C1=CC=CC=C1)NS(=O)(=O)C=1C=C(C=CC1)CCCCCCC(=O)O)C